(2S,4R)-1-((anthracene-2-carbonyl)glycyl)-N-((R)-1-(4-carbamimidoylthiophen-2-yl)ethyl)-4-(difluoromethoxy)pyrrolidine-2-carboxamide C1=C(C=CC2=CC3=CC=CC=C3C=C12)C(=O)NCC(=O)N1[C@@H](C[C@H](C1)OC(F)F)C(=O)N[C@H](C)C=1SC=C(C1)C(N)=N